1,4-diacetoxybutene C(C)(=O)OC=CCCOC(C)=O